3-(4,4-dimethyl-1,4-azasilinan-1-yl)-4-nitroaniline C[Si]1(CCN(CC1)C=1C=C(N)C=CC1[N+](=O)[O-])C